FC1=C(C=CC=C1)C(C(=O)N)C1=NC=CC(=C1)C(F)(F)F 2-(2-Fluorophenyl)-2-(4-(trifluoromethyl)pyridin-2-yl)acetamide